2-[[4-[(E)-3-(4-Butoxy-3-methoxyphenyl)prop-2-enoyl]phenyl]sulfonyl-methylamino]acetic acid C(CCC)OC1=C(C=C(C=C1)/C=C/C(=O)C1=CC=C(C=C1)S(=O)(=O)N(CC(=O)O)C)OC